N-ethyl-N'-(4-((isopropyl(oxo)(phenyl)-λ6-sulfaneylidene)amino)-2,5-dimethylphenyl)-N-methylformimidamide C(C)N(C=NC1=C(C=C(C(=C1)C)N=S(C1=CC=CC=C1)(=O)C(C)C)C)C